2-(2-(4-methyl-3-cyclohexene-1-yl)propyl)cyclopentanone CC1=CCC(CC1)C(CC1C(CCC1)=O)C